C(C)(C)(C)[Sn](C(C)(C)C)=O di(t-butyl)tin oxide